Benzyl (3S,5R)-3,5-dimethyl-4-(2-((5-nitropyridin-2-yl)oxy)ethyl)piperazine-1-carboxylate C[C@H]1CN(C[C@H](N1CCOC1=NC=C(C=C1)[N+](=O)[O-])C)C(=O)OCC1=CC=CC=C1